(3R)-4-(5-(4-fluorophenoxy)pyrimidin-2-yl)-3-methyl-N-(4-methyl-1-azabicyclo[3.2.2]non-4-yl)piperazine-1-carboxamide FC1=CC=C(OC=2C=NC(=NC2)N2[C@@H](CN(CC2)C(=O)NC2(CCN3CCC2CC3)C)C)C=C1